tert-Butyl (2S,5R)-2-cyclopropyl-5-(4-(4,6-dichloro-7H-pyrrolo[2,3-d]pyrimidin-7-yl)phenyl)morpholine-4-carboxylate C1(CC1)[C@H]1CN([C@@H](CO1)C1=CC=C(C=C1)N1C(=CC2=C1N=CN=C2Cl)Cl)C(=O)OC(C)(C)C